3-(5-(4-(3-(1-((R)-3-(4-amino-3-(4-phenoxyphenyl)-1H-pyrazolo[3,4-d]pyrimidin-1-yl)piperidine-1-carbonyl)piperidin-4-yl)propyl)piperazin-1-yl)-1-oxoisoindolin-2-yl)piperidine-2,6-dione NC1=C2C(=NC=N1)N(N=C2C2=CC=C(C=C2)OC2=CC=CC=C2)[C@H]2CN(CCC2)C(=O)N2CCC(CC2)CCCN2CCN(CC2)C=2C=C1CN(C(C1=CC2)=O)C2C(NC(CC2)=O)=O